(3S,4R)-4-((5-fluoro-4-(4-isopropyl-2-methylquinolin-6-yl)pyrimidin-2-yl)amino)tetrahydro-2H-pyran-3-ol FC=1C(=NC(=NC1)N[C@H]1[C@@H](COCC1)O)C=1C=C2C(=CC(=NC2=CC1)C)C(C)C